FC1=C2C=CNC2=CC(=C1OC=1C=CC(=C(C1)C=1NC(=NN1)C(C)(O)C=1C=C(C=CC1)C(C(=O)O)C)F)F (3-(1-(5-(5-((4,6-difluoro-1H-indol-5-yl)oxy)-2-fluorophenyl)-4H-1,2,4-triazol-3-yl)-1-hydroxyethyl)phenyl)propanoic acid